[N+](=O)([O-])C1=C(C=CC=C1)CC=O (2-NITROPHENYL)ACETALDEHYDE